trimethyl-[2-(1-methyl-4-vinyl-pyrazolo[3,4-c]pyridin-3-yl)ethynyl]silane C[Si](C#CC1=NN(C2=CN=CC(=C21)C=C)C)(C)C